ClC1=CC=C(CN2C(=NC=3N(C(N(C(C23)=O)CCCO)=O)C)CC2=CC(=CC=C2)OC(F)(F)F)C=C1 7-(4-chlorobenzyl)-1-(3-hydroxypropyl)-3-methyl-8-(3-(trifluoromethoxy)benzyl)-1H-purine-2,6(3H,7H)-dione